NC1=NC=CC=C1C1=NC=2C(=NC(=CC2)N2CCOCC2)N1C1=CC=C(CN2CCC(CC2)NC(C2=CC(=C(C=C2)O)C=O)=O)C=C1 N-(1-(4-(2-(2-aminopyridin-3-yl)-5-morpholino-3H-imidazo[4,5-b]pyridin-3-yl)benzyl)piperidin-4-yl)-3-formyl-4-hydroxybenzamide